FC=1NC2=CC=CC=C2C1CCN 2-(2-fluoro-1H-indol-3-yl)ethane-1-amine